FC1=C(C=C(C=C1)[C@@H](C)SC1=NN=CN1C)NC(=O)C1=NC2=CC=CC=C2C=C1 (R)-N-(2-fluoro-5-(1-((4-methyl-4H-1,2,4-triazol-3-yl)thio)ethyl)phenyl)quinoline-2-carboxamide